N-benzyl-alpha-(4-methoxyphenyl)nitrone C(C1=CC=CC=C1)[N+](=CC1=CC=C(C=C1)OC)[O-]